C1(CCCC1)C1(C(NC2=C(C(=CC=C12)F)F)=O)O 3-cyclopentyl-6,7-difluoro-3-hydroxyindolin-2-one